3-methoxy-4-((3-(4-methoxy-3-(pentyloxy)phenyl)-2-oxotetrahydropyrimidin-1(2H)-yl)methyl)benzonitrile COC=1C=C(C#N)C=CC1CN1C(N(CCC1)C1=CC(=C(C=C1)OC)OCCCCC)=O